C(C)OC(C(C(=O)OCC)(CC1=CC=NC=C1)OC[C@H]1O[C@H]([C@@H]([C@]1(C#C)OC(C)=O)OC(C)=O)N1C2=NC(=NC(=C2N=C1)N)Cl)=O 2-(((2r,3r,4r,5r)-3,4-diacetoxy-5-(6-amino-2-chloro-9H-purin-9-yl)-3-ethynyltetrahydrofuran-2-yl)methoxy)-2-(pyridin-4-ylmethyl)-malonic acid diethyl ester